BrC=1C(=NC(=C(C(=O)NC=2C=C(C=CC2)[S@](=O)(C)=NC(CNC(OC(C)(C)C)=O)=O)C1C)N1CCC(CCC1)(F)F)C(F)(F)F tert-butyl (R)-(2-(((3-(5-bromo-2-(4,4-difluoroazepan-1-yl)-4-methyl-6-(trifluoromethyl)nicotinamido)phenyl)(methyl)(oxo)-λ6-sulfaneylidene)amino)-2-oxoethyl)carbamate